NCCNCCC[Si](OCC)(OCC)OCC N-(2-aminoethyl)aminopropyl-triethoxysilane